ClC1=NC(=CC(=C1)NC(OCCCC)=O)C(F)(F)F butyl (2-chloro-6-(trifluoromethyl)pyridin-4-yl)carbamate